2'-[6-amino-5-(trifluoromethyl)pyridin-3-yl]-N-[(1R)-1-phenylethyl]-5',6'-dihydrospiro[azetidine-3,4'-pyrrolo[1,2-b]pyrazole]-1-carboxamide NC1=C(C=C(C=N1)C=1C=C2N(N1)CCC21CN(C1)C(=O)N[C@H](C)C1=CC=CC=C1)C(F)(F)F